N-(3-cyclobutyl-5-(trifluoromethyl)pyrazolo[1,5-a]pyridin-2-yl)-3,3-dimethylbutanamide C1(CCC1)C=1C(=NN2C1C=C(C=C2)C(F)(F)F)NC(CC(C)(C)C)=O